C(CC)(=O)OCCC1OCCCC1 2-(tetrahydropyran-2-yl)-ethyl propionate